(3R)-3-amino-5-[[4-(5-cyclopropyl-1,2,4-oxadiazol-3-yl)phenyl]methyl]-7-[5-[1-hydroxy-1-(trifluoromethyl)propyl]-1,3,4-oxadiazol-2-yl]-1,1-dioxo-2,3-dihydro-1λ6,5-benzothiazepine-4-One N[C@H]1CS(C2=C(N(C1=O)CC1=CC=C(C=C1)C1=NOC(=N1)C1CC1)C=C(C=C2)C=2OC(=NN2)C(CC)(C(F)(F)F)O)(=O)=O